methyl 2-(4-bromopyridin-2-yl)-2,2-difluoroacetate BrC1=CC(=NC=C1)C(C(=O)OC)(F)F